COC1=C(C=CC(=C1)OC1C2CC3CC(CC1C3)(C2)C(=O)N2C[C@H](CC2)NC(C)=O)NC2=NC=C(C(=N2)NC2=C(C(=O)NC)C=CC=C2C)C(F)(F)F 2-((2-((2-methoxy-4-((5-((S)-3-acetamidopyrrolidin-1-carbonyl)adamantan-2-yl)oxy)phenyl)amino)-5-(trifluoromethyl)pyrimidin-4-yl)amino)-N,3-dimethylbenzamide